tert-butyl (2R,4S)-4-(8-bromo-6-chloro-3,4-dihydro-2H-quinolin-1-yl)-2-methyl-2-(tetrahydropyran-2-yloxymethyl)pyrrolidine-1-carboxylate BrC=1C=C(C=C2CCCN(C12)[C@H]1C[C@@](N(C1)C(=O)OC(C)(C)C)(COC1OCCCC1)C)Cl